(5-cyclopropoxy-1-(tetrahydro-2H-pyran-2-yl)-1H-indazol-3-yl)-2-methyl-4-(N-morpholinyl)pyridazin-3(2H)-one C1(CC1)OC=1C=C2C(=NN(C2=CC1)C1OCCCC1)C1=C(C(N(N=C1)C)=O)N1CCOCC1